C1(CCCCC1)OC1C2C=CC(C1)C2 5-cyclohexyloxy-bicyclo[2.2.1]Hept-2-ene